Cl.N[C@H](C(=O)NC1=CC(=C2C=NN(C2=C1)C=1C=C(C=CC1)C)F)CO (S)-2-amino-N-(4-fluoro-1-(m-tolyl)-1H-indazol-6-yl)-3-hydroxypropanamide hydrochloride